OC(C(=O)OC)CNCC1=CC=C(C=C1)OC Methyl 2-hydroxy-3-((4-methoxybenzyl)amino)propanoate